C(C)C(C(=O)OCC(CO)(C)C)(CCCC)CC neopentylene glycol diethylhexanoate